N-methyl-N-{3-[({2-[(3-methylpyridin-4-yl)amino]-5-(trifluoromethyl)pyrimidin-4-yl}amino)methyl]pyridin-2-yl}methanesulfonamide CN(S(=O)(=O)C)C1=NC=CC=C1CNC1=NC(=NC=C1C(F)(F)F)NC1=C(C=NC=C1)C